C1(=CC=C(C=C1)NC(=O)[C@@H]1CC[C@H]2N1C([C@H](CNCC2)NC(OC(C)(C)C)=O)=O)C2=CC=CC=C2 tert-butyl ((5S,8S,10aR)-8-([1,1'-biphenyl]-4-ylcarbamoyl)-6-oxodecahydropyrrolo[1,2-a][1,5]diazocin-5-yl)carbamate